N-((1-methyl-1H-pyrazol-4-yl)methyl)-3-((4-methylphenyl)sulfonylamino)benzamide CN1N=CC(=C1)CNC(C1=CC(=CC=C1)NS(=O)(=O)C1=CC=C(C=C1)C)=O